Carbonylcyanide p-Trifluoromethoxy-Phenylhydrazone FC(OC1=CC=C(C=C1)NN=C(C#N)C#N)(F)F